C(C1=CC=CC=C1)OC(C)C1=CC(=CC=2NCN(S(C21)(=O)=O)[C@H](C(=O)OC)C(C)C2=C(C(=CC=C2F)C)C)Cl methyl (2S)-2-(8-(1-(benzyloxy)ethyl)-6-chloro-1,1-dioxido-3,4-dihydro-2H-benzo[e][1,2,4]thiadiazin-2-yl)-3-(6-fluoro-2,3-dimethylphenyl)butanoate